CC1(C(NC(C1)=O)=O)C1=NC=C(C(=O)O)C=C1 6-(3-methyl-2,5-dioxopyrrolidin-3-yl)nicotinic acid